ClC=1C=C(C=CC1Cl)C(C)NC1=CC=CC=C1 N-[1-(3,4-dichlorophenyl)ethyl]aniline